silicon-copper [Cu].[Si]